BrC=1C=C2CN3C(C2=CC1)=NC(=C3)C(F)(F)F E-7-bromo-2-(trifluoromethyl)-5H-imidazo[2,1-a]isoindole